5,6-dihydroxybicyclo[2.2.1]-2-heptene OC1C2C=CC(C1O)C2